C(C1=CC=CC=C1)SC1=C(C(=O)OC)C=C(C=N1)Br methyl 2-(benzylthio)-5-bromonicotinate